CS(=O)(=N)C1=CC=C(C(=O)N)C=C1 4-(S-methylsulfonimidoyl)benzamide